1-(2,4-dimethyl-5-(propylsulfinyl)phenyl)-3-trifluoromethyl-1H-1,2,4-triazole CC1=C(C=C(C(=C1)C)S(=O)CCC)N1N=C(N=C1)C(F)(F)F